7-(5-(2-fluorophenyl)-7H-pyrrolo[2,3-d]pyrimidin-4-yl)-4,7-diazaspiro[2.5]octane-4-carboxylic acid tert-butyl ester C(C)(C)(C)OC(=O)N1C2(CC2)CN(CC1)C=1C2=C(N=CN1)NC=C2C2=C(C=CC=C2)F